C1=CC(=CC=2N1C1=C(N2)C=CC=C1)N1CCC(CC1)CC(=O)NCC1C2C=CC(C1)C2 2-(1-(benzo[4,5]imidazo[1,2-a]pyridin-3-yl)piperidin-4-yl)-N-(bicyclo[2.2.1]hept-5-en-2-ylmethyl)acetamide